methyl (1R,3S)-3-((Z)-chloro(hydroxyimino)methyl)cyclohexane-1-carboxylate Cl\C(\[C@@H]1C[C@@H](CCC1)C(=O)OC)=N/O